(2-(2-(oct-4-en-4-yl)naphthalen-1-yl)phenyl)diphenylphosphine bromoisophthalate BrC1=C(C(=O)O)C=CC=C1C(=O)O.CCCC(=CCCC)C1=C(C2=CC=CC=C2C=C1)C1=C(C=CC=C1)P(C1=CC=CC=C1)C1=CC=CC=C1